1-(trans-2-cyanocyclohexyl)-3-[(2-hydroxy-3,4,8-trimethyl-1,2-benzoxaborinin-6-yl)amino]pyrazole-4-carboxamide C(#N)[C@H]1[C@@H](CCCC1)N1N=C(C(=C1)C(=O)N)NC=1C=C(C2=C(C(=C(B(O2)O)C)C)C1)C